O(C1=CC=CC=C1)C1=NC(=NC=C1)COCCCCCCN1C[C@@H]([C@H]([C@@H]([C@H](C1)O)O)O)O (3S,4R,5R,6S)-1-{6-[(4-phenoxy-2-pyrimidinyl)methoxy]hexyl}-3,4,5,6-azepanetetrol